CC1(CN(C2=NC=C(N=C21)C(=O)N2C(CN(CC2)C2=CC=C(C=N2)CC(=O)OC)(C)C)C2=CC(=C(C(=C2)F)F)F)C methyl 2-(6-(4-(7,7-dimethyl-5-(3,4,5-trifluorophenyl)-6,7-dihydro-5H-pyrrolo[2,3-b]pyrazine-2-carbonyl)-3,3-dimethylpiperazin-1-yl)pyridin-3-yl)acetate